tert-butyl 3-(5-isopropylfuran-2-yl)-5,6-dihydro-[1,2,4]triazolo[4,3-a]pyrazine-7(8H)-carboxylate C(C)(C)C1=CC=C(O1)C1=NN=C2N1CCN(C2)C(=O)OC(C)(C)C